4-(5-Hydroxypyridin-3-yl)naphthalen OC=1C=C(C=NC1)C1=CC=CC2=CC=CC=C12